C(=O)O.CC1=NN2C(C=C(C=C2)NC(=O)N2CCC=3C2=NC=CC3N3C[C@H](NCC3)C)=N1 (R)-N-(2-methyl-[1,2,4]triazolo[1,5-a]pyridin-7-yl)-4-(3-methylpiperazin-1-yl)-2,3-dihydro-1H-pyrrolo[2,3-b]pyridine-1-carboxamide formate